COC1=C(C=C(C=C1)C1=CC=C(C=C1)C(F)(F)F)C(CC=1OC(=NN1)C)O 1-[2-Methoxy-5-[4-(trifluoromethyl)phenyl]phenyl]-2-(5-methyl-1,3,4-oxadiazol-2-yl)ethanol